(5aR,5bS,7aS,10aS,10bR,E)-8-hydrazineylidene-5a,7a-dimethyl-N-(2-nitrophenyl)-5,5a,5b,6,7,7a,8,9,10,10a,10b,11-dodecahydro-4H-cyclopenta[7,8]phenanthro[2,1-d]thiazol-2-amine N(/N)=C\1/CC[C@@H]2[C@@]1(CC[C@@H]1[C@]3(CCC=4N=C(SC4C3=CC[C@@H]21)NC2=C(C=CC=C2)[N+](=O)[O-])C)C